4-((2-(4-hydroxyphenyl)-4-methyl-5-thiazolyl)methyl)-N2-isobutyl-2,4-pyrimidinediamine OC1=CC=C(C=C1)C=1SC(=C(N1)C)CC1(NC(=NC=C1)NCC(C)C)N